FC([C@@H]1C[C@H](CN(C1)S(=O)(=O)C)NC(CC1=NC=C2C=CC(=NC2=C1)C1=NC(=CC=C1)N1C[C@@H](O[C@@H](C1)C)C)=O)F N-((3R,5R)-5-(difluoromethyl)-1-(methylsulfonyl)piperidin-3-yl)-2-(2-(6-((cis)-2,6-dimethylmorpholino)pyridin-2-yl)-1,6-naphthyridin-7-yl)acetamide